N-(2-(5-(benzyloxy)-3'-chloro-[1,1'-biphenyl]-2-yl)ethyl)acetamide C(C1=CC=CC=C1)OC=1C=CC(=C(C1)C1=CC(=CC=C1)Cl)CCNC(C)=O